6-methylpyrido[3,4-d]pyrimidine-2,4-diol CC1=CC2=C(N=C(N=C2O)O)C=N1